1-(5-(1,5-naphthyridin-2-yl)pyrrolo[2,1-f][1,2,4]triazin-2-yl)-N4,N4-dimethylcyclohexane-1,4-diamine N1=C(C=CC2=NC=CC=C12)C=1C=CN2N=C(N=CC21)C2(CCC(CC2)N(C)C)N